(3,3-bis(2-silylethyl)pentan-1,5-diyl)bis(silane) [SiH3]CCC(CC[SiH3])(CC[SiH3])CC[SiH3]